NCCC[Si](OC)(OC)OC (Aminopropyl)trimethoxysilane